(4-tert-butylcyclohexyl)isopropyl fumarate C(\C=C\C(=O)[O-])(=O)OC(C)(C)C1CCC(CC1)C(C)(C)C